N1N=CC2=C(C=CC=C12)CNC(\C(=C\C1=CNC2=NC=CC=C21)\C#N)=O (E)-N-((1H-indazol-4-yl)methyl)-2-cyano-3-(1H-pyrrolo[2,3-b]pyridin-3-yl)acrylamide